3-[[4-[(2R)-2-[[(2R)-4-tert-butoxycarbonylmorpholin-2-yl]methylamino]-4,4-dimethyl-pentoxy]-6-(2,6-dimethylphenyl)pyrimidin-2-yl]sulfamoyl]benzoic acid C(C)(C)(C)OC(=O)N1C[C@H](OCC1)CN[C@@H](COC1=NC(=NC(=C1)C1=C(C=CC=C1C)C)NS(=O)(=O)C=1C=C(C(=O)O)C=CC1)CC(C)(C)C